2-(dimethylamino)-2-(hydroxymethyl)-1,3-propanediol CN(C(CO)(CO)CO)C